IC=1C(=NN2C1CCCC2)C(=O)OC methyl 3-iodo-4,5,6,7-tetrahydropyrazolo[1,5-a]pyridine-2-carboxylate